C(#N)[Ru-4](C#N)(C#N)(C#N)(C#N)C#N.[K+].[K+].[K+].[K+] Potassium hexacyanoruthenium (II)